4-(2-{[(2r,7as)-2-fluoro-hexahydro-1H-pyrrolizin-7a-yl]methoxy}-8-fluoro-4-[8-(oxetan-4-carbonyl)-3,8-diazabicyclo[3.2.1]oct-3-yl]quinazolin-7-yl)-5-ethynyl-6-fluoronaphthalen-2-ol F[C@@H]1C[C@@]2(CCCN2C1)COC1=NC2=C(C(=CC=C2C(=N1)N1CC2CCC(C1)N2C(=O)C2CCO2)C2=CC(=CC1=CC=C(C(=C21)C#C)F)O)F